C(N)(OC[C@@H]1CN(CCO1)CCO\C=C\C1=CC2=C(N(C(N2C)=O)C2C(NC(CC2)=O)=O)C=C1)=O [[(2S)-4-[2-[(E)-2-[1-(2,6-dioxo-3-piperidyl)-3-methyl-2-oxo-benzimidazol-5-yl] vinyloxy]ethyl]morpholin-2-yl]methyl] carbamate